FC(C(O)C1=CC=C(CN2N=CC(=C2)C(=O)O)C=C1)(F)F 1-(4-(2,2,2-trifluoro-1-hydroxyethyl)benzyl)-1H-pyrazole-4-carboxylic acid